BrC1=CC=C2C=3C(C4=C(C(C3NC2=C1)(C)C)C=C(C=C4)N4CCC(CC4)=O)=O 3-bromo-6,6-dimethyl-11-oxo-8-(4-oxopiperidin-1-yl)-6,11-dihydro-5H-benzo[b]carbazole